C1OC2=CC=C(C=C2O1)CC(=O)O 4-(methylenedioxy)phenylacetic acid